COC=1C=C(C[C@@H]2[C@H](C(OC2)=O)CC2=CC(=C(O[C@@H]3OC[C@@H]([C@@H]([C@@H]3CC(=O)[O-])CC(=O)[O-])CC(=O)[O-])C=C2)OC)C=CC1OC (2S,3S,4S,5R)-2-(4-(((3R,4R)-4-(3,4-dimethoxybenzyl)-2-oxoTetrahydrofuran-3-yl)methyl)-2-methoxyphenoxy)tetrahydro-2H-pyran-3,4,5-triyltriacetate